5-cyano-2-hydroxy-3-methoxybenzoic acid C(#N)C=1C=C(C(=C(C(=O)O)C1)O)OC